FC(SCC(=O)N[C@]1([C@H]2OCC(=C(N2C1=O)C(=O)[O-])CSC1=NN=NN1CCO)OC)F (6r,7r)-7-(2-((difluoromethyl) thio) acetamido)-3-(((1-(2-hydroxyethyl)-1H-tetrazol-5-yl) thio) methyl)-7-methoxy-8-oxo-5-oxa-1-azabicyclo[4.2.0]oct-2-ene-2-carboxylate